NC=1C=C(C=C2C=C(N=CC12)NC(=O)[C@H]1[C@@H](C1)F)C=1C(N(C=CC1C)C)=O trans-N-[8-amino-6-(1,4-dimethyl-2-oxo-3-pyridinyl)-3-isoquinolinyl]-2-fluoro-cyclopropanecarboxamide